S1C=NNC(C2=C1C=CC=C2)=O benzo[f][1,3,4]thidiazepine-5(4H)-one